C1(CCC1)CC(=O)NC1=CSC(=C1)C1=NC(=CN=C1)C=1C=CC2=CN(N=C2C1)CC1CCN(CC1)C 2-cyclobutyl-N-(5-(6-(2-((1-methylpiperidin-4-yl)methyl)-2H-indazol-6-yl)pyrazin-2-yl)thiophen-3-yl)acetamide